(3-(3-cyclopropyl-1,2,4-thiadiazol-5-yl)-8-(2-methoxyethyl)-5,6-dihydro-[1,2,4]triazolo[4,3-a]pyrazin-7(8H)-yl)(4-fluorophenyl)methanone C1(CC1)C1=NSC(=N1)C1=NN=C2N1CCN(C2CCOC)C(=O)C2=CC=C(C=C2)F